C1(=CC=CC=C1)C1=C(C(=NN=N1)C1=C(C=CC=C1)C1=C(C(=CC=2SC3=C(C21)C=CC=C3)C3=CC=CC=C3)C3=CC=CC=C3)C3=CC=CC=C3 (diphenyltriazinyl)(diphenyldibenzothiophenyl)benzene